6-tert-butyl-9-[1-(3-hydroxypropyl)-1H-1,2,4-triazol-3-yl]-10-methoxy-2-oxo-6,7-dihydro-2H-pyrido[2,1-a]isoquinoline-3-carboxylic acid methyl ester COC(=O)C=1C(C=C2N(C(CC3=CC(=C(C=C23)OC)C2=NN(C=N2)CCCO)C(C)(C)C)C1)=O